O1CCN(CC1)[C@H]1C[C@H](C1)NC1=NN2C(C=N1)=C(C=C2)C=2C=C1C=CC=NC1=CC2 N-(cis-3-morpholinocyclobutyl)-5-(quinolin-6-yl)pyrrolo[2,1-f][1,2,4]triazin-2-amine